C(CCC)N1C=[NH+]C(=C1C)C 1-butyl-4,5-dimethyl-imidazolium